C(C(C)C)[Al](CC(C)C)C#N diisobutyl-aluminum cyanide